N1(CC1)CCC(=O)O 1-Aziridinepropanoic acid